4-(benzyloxy)-3-(methoxy-d3)Phenethylacetamide C(C1=CC=CC=C1)OC1=C(C=C(CCCC(=O)N)C=C1)OC([2H])([2H])[2H]